4-[2-(4-chloro-3-fluorophenoxy)acetamido]bicyclo[2.2.2]octane-1-carboxylic acid ClC1=C(C=C(OCC(=O)NC23CCC(CC2)(CC3)C(=O)O)C=C1)F